[Na+].P(=O)(OCC=C)([O-])[O-].[Na+] allyl phosphate sodium salt